C(C1=CC=CC=C1)[C@@H]1N(C(OC1)=O)C([C@H]([C@@H](C(C)C)O)C)=O (S)-4-benzyl-3-((2S,3R)-3-hydroxy-2,4-dimethylpentanoyl)oxazolidin-2-one